N-(benzo[d][1,3]dioxol-5-ylmethyl)-2-(4-oxo-1-(S,S-dioxo-tetrahydrothiophen-3-yl)-1H-pyrazolo[3,4-d]pyrimidin-5(4H)-yl)acetamide O1COC2=C1C=CC(=C2)CNC(CN2C=NC1=C(C2=O)C=NN1C1CS(CC1)(=O)=O)=O